2-carboxy-7-((2'-fluoro-3'-methyl-[1,1'-biphenyl]-2-yl)oxy)-1,2,3,4-tetrahydronaphthalene C(=O)(O)C1CC2=CC(=CC=C2CC1)OC1=C(C=CC=C1)C1=C(C(=CC=C1)C)F